C(C1=CC=CC=C1)(=O)OC[C@@H]1[C@H]([C@H](C(O1)CC(=O)O)CC(=O)O)F (3S,4S,5R)-5-((benzoyloxy)methyl)-4-fluorotetrahydrofuran-2,3-diacetic acid